Butyloleat C(CCC)OC(CCCCCCC\C=C/CCCCCCCC)=O